COC=1C=C(C=CC1OCOC)/C=C/C=1SC2=C(N1)C=C(C(=C2)N)C (E)-2-(3-methoxy-4-(methoxymethoxy)phenylvinyl)-5-methylbenzo[d]thiazol-6-amine